CNC(C1=NC(=C(C=C1)N1CCN(CC1)CC1=CC2=C(NC(N(C2=O)C)=O)S1)C)=O N,6-dimethyl-5-(4-((3-methyl-2,4-dioxo-1,2,3,4-tetrahydrothieno[2,3-d]pyrimidin-6-yl)methyl)piperazin-1-yl)picolinamide